7-bromo-N-[3-fluoro-5-(2-fluoroethoxy)-6-methoxy-2-pyridyl]imidazo[1,2-a]pyridine-3-sulfonamide BrC1=CC=2N(C=C1)C(=CN2)S(=O)(=O)NC2=NC(=C(C=C2F)OCCF)OC